CN(C1=CC=C2C=C(C(=NC2=C1)N)C1=CN(C2=CC=CC=C12)C)C N7,N7-Dimethyl-3-(1-methyl-1H-indol-3-yl)quinoline-2,7-diamine